3-chloro-5-fluoro-N-[3-[(1S)-2-(4-fluoroanilino)-1-methyl-2-oxo-ethyl]-1-bicyclo[1.1.1]pentanyl]benzamide ClC=1C=C(C(=O)NC23CC(C2)(C3)[C@@H](C(=O)NC3=CC=C(C=C3)F)C)C=C(C1)F